(1S)-N,N-dimethyl-3-hydroxy-4-azido-cyclohexanecarboxamide CN(C(=O)[C@@H]1CC(C(CC1)N=[N+]=[N-])O)C